3-[1,1-dimethyl-3-oxo-2H-pyrrolo[3,4-c]pyridin-6-yl]-1H-indole-7-carbonitrile CC1(NC(C=2C=NC(=CC21)C2=CNC1=C(C=CC=C21)C#N)=O)C